N=1C(=CN2C1N=CC=C2)C=2O[C@@H]([C@H](N2)C2=CC=CC=C2)C2=CC=CC=C2 (4R,5R)-2-(imidazo[1,2-a]pyrimidin-2-yl)-4,5-diphenyl-4,5-dihydro-oxazole